6,6-dichloro-4-oxo-3-azabicyclo[3.1.0]hexane-3-carboxylate ClC1(C2C(N(CC12)C(=O)[O-])=O)Cl